C(C)OC(=O)C1=CN(C2=CC=C(C=C2C1=O)N1CCC(CC1)NC(=O)OC(C)(C)C)CC1CCC1 6-(4-((Tert-Butoxycarbonyl)amino)piperidin-1-yl)-1-(cyclobutylmethyl)-4-oxo-1,4-dihydroquinoline-3-carboxylic acid ethyl ester